C(C)OC(NC(\C(=C\NC1=CC(=C(C(=C1)Cl)OC1=NNC(C2=CC=CC=C12)=O)Cl)\C#N)=O)=O (E,Z)-ethyl(2-cyano-3-((3,5-dichloro-4-((4-oxo-3,4-dihydrophthalazin-1-yl)oxy)phenyl)amino)acryloyl)carbamate